ClC=1C=C(C=C(C1OC=1C=C2C(=NN(C2=CC1)COCC[Si](C)(C)C)C)Cl)NC(=O)C1=NOC(N1)=O N-(3,5-dichloro-4-((3-methyl-1-((2-(trimethylsilyl)ethoxy)methyl)-1H-indazol-5-yl)oxy)phenyl)-5-oxo-4,5-dihydro-1,2,4-oxadiazole-3-carboxamide